3-(5-(((1S,2R)-2-(ethylamino)cyclopentyl)amino)-1-oxoisoindolin-2-yl)piperidine-2,6-dione C(C)N[C@H]1[C@H](CCC1)NC=1C=C2CN(C(C2=CC1)=O)C1C(NC(CC1)=O)=O